C(CCCCCCCCCCCCCCCCC)O StearylAlcohol